16beta-hydroxyandrosta-1,4-diene-3,17-dione O[C@@H]1C([C@]2(C)[C@@H](C1)[C@@H]1CCC3=CC(C=C[C@]3(C)[C@H]1CC2)=O)=O